[Ga].FC1(CCC(CC1)NC1=CC(=CC(=N1)C(C)=O)N1CCOCC1)F 1-(6-((4,4-difluorocyclohexyl)amino)-4-morpholinopyridin-2-yl)ethan-1-one Gallium